C(#N)C=1C(=CC(=NC1N1[C@H](CC1)C)N1C[C@H]2C([C@@H](C1)C2)CC(=O)O)C(F)(F)F 2-((1R,5S,6S)-3-(5-cyano-6-((S)-2-methylazetidin-1-yl)-4-(trifluoromethyl)pyridin-2-yl)-3-azabicyclo[3.1.1]heptan-6-yl)acetic acid